C(C)(C)(C)OC(=O)N1CCC(CC1)C1CCN(CC1)C1=CC2=C(N(C(N2C)=O)C2C(NC(CC2)=O)=O)C=C1F 1'-(1-(2,6-dioxopiperidin-3-yl)-6-fluoro-3-methyl-2-oxo-2,3-dihydro-1H-benzo[d]imidazol-5-yl)-[4,4'-bipiperidine]-1-carboxylic acid tert-butyl ester